OCCC1=C(C(=O)O)C=CC(=C1)C(=O)O 2-hydroxy-ethyl-terephthalic acid